ClC1=NC=C(C(=C1)C1=C(C=NC(=C1)C)C(=O)NC=1SC2=C(N1)CN(C2)C(C2=NC(=C(C=C2)Cl)C(F)F)=O)OC 2'-chloro-N-(5-(5-chloro-6-(difluoromethyl)picolinoyl)-5,6-dihydro-4H-pyrrolo[3,4-d]thiazol-2-yl)-5'-methoxy-6-methyl-[4,4'-bipyridine]-3-carboxamide